NC=1C(=NC=CC1CCO)C(C)C 2-(3-amino-2-isopropylpyridin-4-yl)ethanol